COC(=O)C1=C(N=C(N1)C1CCOCC1)Br 4-Bromo-2-tetrahydropyran-4-yl-1H-imidazole-5-carboxylic acid methyl ester